3-((3-cyclopropyl-6-methylpyridin-2-yl) oxy)-2,2-dimethylpropionate C1(CC1)C=1C(=NC(=CC1)C)OCC(C(=O)[O-])(C)C